[Mn].NC=1SC(=NN1)S.NC=1SC(=NN1)S bis(2-amino-5-mercapto-1,3,4-thiadiazole) manganese